alpha-hydroxy-heptafluoronaphthalene OC1=C(C(=C(C2=C(C(=C(C(=C12)F)F)F)F)F)F)F